2-(4-fluorophenoxy)-2-methyl-N-(4'-(1-morpholinoethyl)-[1,1'-biphenyl]-4-yl)propanamide FC1=CC=C(OC(C(=O)NC2=CC=C(C=C2)C2=CC=C(C=C2)C(C)N2CCOCC2)(C)C)C=C1